C(C)(C)(C)S(=O)N trans-tertiary butyl-sulfinamide